(3S)-3-{4-[(2S)-pent-2-yloxy]phenyl}hex-4-ynoic acid C[C@@H](CCC)OC1=CC=C(C=C1)[C@H](CC(=O)O)C#CC